3-(1-((2-(3,5-dichloro-phenyl)-6-((2-(piperazin-1-yl)pyrimidin-5-yl)oxy)pyridin-4-yl)methyl)piperidin-4-yl)-2-methyl-propanoic acid ClC=1C=C(C=C(C1)Cl)C1=NC(=CC(=C1)CN1CCC(CC1)CC(C(=O)O)C)OC=1C=NC(=NC1)N1CCNCC1